O(CCONCCC)CCONCCC Oxybis(ethylenoxy)bis(propylamin)